C(#N)C1(C(=NN=N1)C(=O)[O-])C#N dicyano-1,2,3-triazolate